N-((3-(2,5-dimethyl-4-nitrophenoxy)phenyl)(methyl)(oxo)-λ6-sulfanylidene)-2,2,2-trifluoroacetamide CC1=C(OC=2C=C(C=CC2)S(=NC(C(F)(F)F)=O)(=O)C)C=C(C(=C1)[N+](=O)[O-])C